C(=O)(OC(C)(C)C)NCCSSCCN mono-Boccystamine